CN(C1=C(C=NC=2NC3=C(C=C(C(=C3C21)F)F)NC)C=2C=C1C(C(=CN(C1=NC2)NCC(F)(F)F)C(=O)O)=O)C 6-(4-(dimethylamino)-5,6-difluoro-8-(methylamino)-9H-pyrido[2,3-b]indol-3-yl)-4-oxo-1-((2,2,2-trifluoroethyl)amino)-1,4-dihydro-1,8-naphthyridine-3-carboxylic acid